BrC=1NC=C(N1)[N+](=O)[O-] 2-bromo-4-nitro-1H-imidazole